CC[C@@H](CO)[C@@H]1[C@]([C@H]2[C@@H](C[C@@](C[C@@H]2C(=O)[C@@]1(C)O)(C)O)C)(C)C(=O)CCO The molecule is an octahydronaphthalene that is stemphyloxin I in which the C=C bond of the enol moiety has been reduced to a C-C bond. It has a role as a fungal metabolite. It is an alpha-hydroxy ketone, a beta-hydroxy ketone, a diketone, a cyclic ketone, a member of octahydronaphthalenes, a primary alcohol, a tertiary alcohol and a tetrol. It derives from a stemphyloxin I.